7-cyclopropyl-6-fluoro-2-oxo-1H-quinoline-3-carboxylic acid C1(CC1)C1=C(C=C2C=C(C(NC2=C1)=O)C(=O)O)F